C(CCCC(C)O)O hexan-1,5-diol